ClC=1C=C2C(N(C(=NC2=CC1F)[C@H](CCC)N1CCNC[C@@H](C1)C)CC)=O 6-chloro-3-ethyl-7-fluoro-2-((S)-1-((S)-6-methyl-1,4-diazepan-1-yl)butyl)quinazolin-4(3H)-one